(S)-N-{(S)-1-[2-(benzo[d]isoxazol-3-yl)phenyl]-(3-methylpyridin-2-yl)ethyl}-2-methylpropane-2-sulfinamide O1N=C(C2=C1C=CC=C2)C2=C(C=CC=C2)[C@H](CC2=NC=CC=C2C)N[S@@](=O)C(C)(C)C